[Si](C)(C)(C(C)(C)C)OC[C@@H]1[C@H](C1)CO |r| racemic-((1s,2s)-2-(((tert-butyldimethylsilyl)oxy)methyl)cyclopropyl)methanol